8-fluoro-1,2,3,9-tetrahydropyrrolo[2,3-h]carbazole FC1=CC=C2N=C3C=C4C(=CC3=C2C1)NCC4